C(C1=CC=CC=C1)OC(=O)N1C=2C(=CC=C1)C=C(N2)C2=CC=C(C=C2)OCC 2-(4-ethoxyphenyl)-7H-pyrrolo[2,3-b]pyridine-7-carboxylic acid benzyl ester